CC1=CC=C(C=C1)C(CC1=CC=CC=C1)=O 4'-methyl-2-phenylacetophenone